3-(3-methylbenzyl)-5-((benzoyl)methylene)oxazolidin-2-one CC=1C=C(CN2C(OC(C2)=CC(C2=CC=CC=C2)=O)=O)C=CC1